C[C@@](N)(CO)C(=O)O 2-METHYL-D-SERINE